C1(CCCC1)NC1CCC1 3-(cyclopentylamino)cyclobutane